C(C1=CC=CC=C1)(=S)SC(C)(C)C1=CC=CC=C1 2-Phenyl-2-propyl benzodithioate